(S)-2-(4-(2-(1-Cyclopropylethyl)-7-(methylsulfonyl)-1-oxoisoindolin-5-yl)pyridin-2-yl)-N-(3-hydroxycyclobutyl)-4-methyl-1H-imidazole-5-carboxamide, trifluoroacetate salt FC(C(=O)O)(F)F.C1(CC1)[C@H](C)N1C(C2=C(C=C(C=C2C1)C1=CC(=NC=C1)C=1NC(=C(N1)C)C(=O)NC1CC(C1)O)S(=O)(=O)C)=O